C(CCC)S(=O)(=O)N (S)-butylsulfonamide